N-ethyl-N'-(2-fluoro-5-methyl-4-(3-((2-methylbenzyl)oxy)oxetan-3-yl)phenyl)-N-methylformimidamide C(C)N(C=NC1=C(C=C(C(=C1)C)C1(COC1)OCC1=C(C=CC=C1)C)F)C